FC(C1CCC(CC1)N1CCN(CC1)C1=CC=C2C(=N1)C(=CN2)NC(NC2=CC=C(C=C2)C(F)(F)F)=O)(F)F 3-(5-{4-[4-(trifluoromethyl)cyclohexyl]piperazin-1-yl}-1H-pyrrolo[3,2-b]pyridin-3-yl)-1-[4-(trifluoromethyl)phenyl]urea